3-methoxy-N-methyl-4-{[3-(4-{[(1R,4R)-4-{2-oxa-6-azaspiro[3.3]heptan-6-yl}cyclohexyl]amino}-1-(2,2,2-trifluoroethyl)-1H-indol-2-yl)prop-2-yn-1-yl]amino}benzamide COC=1C=C(C(=O)NC)C=CC1NCC#CC=1N(C2=CC=CC(=C2C1)NC1CCC(CC1)N1CC2(COC2)C1)CC(F)(F)F